sodium N-(2-phenoxyphenyl)sulfonamide O(C1=CC=CC=C1)C1=C(C=CC=C1)NS(=O)=O.[Na]